methyl 2-((2S,5S,6R)-5-hydroxy-6-((E)-2-iodovinyl)-4-methylenetetrahydro-2H-pyran-2-yl)acetate O[C@H]1C(C[C@H](O[C@@H]1\C=C\I)CC(=O)OC)=C